FC=1C=C(COC2=NC=C(C(=C2)OCC2=CC=C(C=C2)OC)C=2NC=C(C2)C(F)(F)F)C=CC1C(F)(F)F 2-((3-fluoro-4-(trifluoromethyl)benzyl)oxy)-4-((4-methoxybenzyl)oxy)-5-(4-(trifluoromethyl)-1H-pyrrol-2-yl)pyridine